[C@@H]12N(C[C@@H](NC1)C2)C2=NC(=CC(=N2)N2CC=1C(=NC=CC1C2=O)C2=C(C=CC=C2OC)F)C2CC2 2-(2-((1S,4S)-2,5-diazabicyclo[2.2.1]hept-2-yl)-6-cyclopropylpyrimidin-4-yl)-4-(2-fluoro-6-methoxyphenyl)-2,3-dihydro-1H-pyrrolo[3,4-c]pyridin-1-one